O1CCOC12CCC(CC2)C2=CC=C1C(=NC=NN12)N 7-(1,4-dioxaspiro[4.5]decan-8-yl)pyrrolo[2,1-f][1,2,4]triazin-4-amine